3-(1-acetyl-3-piperidyl)-1,8-dimethyl-5-[[(1R)-1-[3-(trifluoromethyl)phenyl]ethyl]amino]pyrido[2,3-d]pyridazin-2-one C(C)(=O)N1CC(CCC1)C1=CC=2C(=C(N=NC2N[C@H](C)C2=CC(=CC=C2)C(F)(F)F)C)N(C1=O)C